(7R)-7-[(2R,4S)-4-[(4-methanesulfonylphenoxy)methyl]-2-methylpyrrolidin-1-yl]-5,6,7,8-tetrahydronaphthalene-2-carbonitrile CS(=O)(=O)C1=CC=C(OC[C@H]2C[C@H](N(C2)[C@@H]2CCC=3C=CC(=CC3C2)C#N)C)C=C1